CC1(OB(OC1(C)C)C=1C(=CSC1)NC(OC(C)(C)C)=O)C t-Butyl (4-(4,4,5,5-tetramethyl-1,3,2-dioxaborolan-2-yl)thiophen-3-yl)carbamate